4-(2,6,6-trimethylcyclohex-1-enyl)butan-2-one CC1=C(C(CCC1)(C)C)CCC(C)=O